FC(F)(F)OC(CC(F)(F)F)=O.BrC=1C(=C(C(=CC1)OC)C(=O)C1=C(C(=C(C=C1C)OC)OC)OC)C 3-bromo-6-methoxy-2-methylphenyl-(2,3,4-trimethoxy-6-methylphenyl)methanone Trifluoromethyl-3,3,3-trifluoropropanoate